COC1=CC=C(C=C1)C=1SC=CN1 (4-methoxy-phenyl)-thiazol